NC=1C=C2CN(C(C2=CC1)=O)C1C(NC(CC1)=O)=O 3-(5-amino-1-oxoisoindolin-2-yl)piperidine-2,6-dione